(S)-5-((((6-(3-(2-(3-(((1-acetylpiperidin-4-yl)amino)methyl)-1-methyl-1H-indazol-6-yl)-3-chloropyridin-4-yl)-2-chlorophenyl)-2-methoxypyridin-3-yl)methyl)amino)methyl)pyrrolidin-2-one C(C)(=O)N1CCC(CC1)NCC1=NN(C2=CC(=CC=C12)C1=NC=CC(=C1Cl)C=1C(=C(C=CC1)C1=CC=C(C(=N1)OC)CNC[C@@H]1CCC(N1)=O)Cl)C